3-(1-methyl-1H-pyrazol-4-yl)benzaldehyde CN1N=CC(=C1)C=1C=C(C=O)C=CC1